OC[C@@H]1[C@H]([C@@H]([C@@H](C(O1)O)I)O)O (3S,4S,5S,6R)-6-(hydroxymethyl)-3-iodotetrahydro-2H-pyran-2,4,5-triol